C1OC=2C=C(C=CC2O1)C(C)[N-]C(=O)O 3,4-methylenedioxyphenyl-2-ethylcarboxyamide